(E)-6-bromo-2-fluoro-3-(methoxy-d3)-benzaldoxime BrC1=CC=C(C(=C1\C=N\O)F)OC([2H])([2H])[2H]